C(C)(C)(C)OC1CN(C1)C(=O)NCC1=C(C=C(C=C1)C1=NC(=NC=C1)NC=1C=NN(C1)CCO)C(F)(F)F 3-(tert-butoxy)-N-(4-(2-((1-(2-hydroxyethyl)-1H-pyrazol-4-yl)amino)pyrimidin-4-yl)-2-(trifluoromethyl)benzyl)azetidin-1-carboxamide